C1(CCC1)N1C(C(N(CC1)CC=1N=NC(=CC1)C1=CC(=CC(=C1)F)F)=O)=O 1-cyclobutyl-4-((6-(3,5-difluorophenyl)pyridazin-3-yl)methyl)piperazine-2,3-dione